C1(CCCCC1)NC1=C(C=C(C=C1)S(=O)(=O)NC)C1=CN=CN1CC 4-(cyclohexylamino)-3-(1-ethyl-1H-imidazol-5-yl)-N-methylbenzenesulfonamide